4,4'-bipyridine N,N'-dioxide [N+]1(=CC=C(C=C1)C1=CC=[N+](C=C1)[O-])[O-]